5-amino-6-(5-(4-((1-methylpiperidin-4-yl)amino)phenyl)-1,3,4-oxadiazol-2-yl)-pyrazin NC=1N=CC=NC1C=1OC(=NN1)C1=CC=C(C=C1)NC1CCN(CC1)C